C[C@@H]1[C@H]([C@H](C[C@@H](O1)O[C@@H]2[C@H](O[C@H](C[C@@H]2O)O[C@@H]3[C@H](O[C@H](C[C@@H]3O)O[C@H]4CC[C@]5([C@@H](C4)CC[C@@H]6[C@@H]5CC[C@]7([C@@]6(C[C@@H]([C@@H]7C8=CC(=O)OC8)OC(=O)C)O)C)C)C)C)O)O The molecule is a cardenolide glycoside that is the 16-acetate of gitoxin. It is a cardenolide glycoside and an acetate ester. It derives from a gitoxin.